1-(2,5-dimethyl-4-phenoxyphenyl)-3-phenylurea CC1=C(C=C(C(=C1)OC1=CC=CC=C1)C)NC(=O)NC1=CC=CC=C1